C(#N)C1=CC=2N(C=C1)N=C(C2C2CCC2)NC(C[C@@](C)(C2=CC=CC=C2)O)=O (S)-N-(5-cyano-3-cyclobutylpyrazolo[1,5-a]pyridin-2-yl)-3-hydroxy-3-phenylbutanamide